FC1=C(O)C(=CC(=C1)O)F 2,6-difluorohydroquinone